2-[4,6-di(2,4-xylyl)-1,3,5-triazin-2-yl]-5-octyloxyphenol C1(=C(C=C(C=C1)C)C)C1=NC(=NC(=N1)C1=C(C=C(C=C1)C)C)C1=C(C=C(C=C1)OCCCCCCCC)O